2-((4-(4-(2,3-dihydrobenzo[b][1,4]dioxin-6-yl)-1H-indole-1-carbonyl)-2,6-dimethoxybenzyl)amino)-3-hydroxy-2-methylpropanoic acid O1C2=C(OCC1)C=C(C=C2)C2=C1C=CN(C1=CC=C2)C(=O)C2=CC(=C(CNC(C(=O)O)(CO)C)C(=C2)OC)OC